3-methoxy-5-(phenylmethyl)phenol COC=1C=C(C=C(C1)CC1=CC=CC=C1)O